Diphenyl-2,4,6-trimethylbenzoylphosphin oxid C1(=CC=CC=C1)P(C(C1=C(C=C(C=C1C)C)C)=O)(C1=CC=CC=C1)=O